(1S,2R)-2-(cyclopropylamino)cyclohexane-1-carboxylic acid ethyl ester hydrochloride Cl.C(C)OC(=O)[C@@H]1[C@@H](CCCC1)NC1CC1